CN(C(=O)C=1C=C(OC2=C3CCC(C3=CC=C2[N+](=O)[O-])OP(=O)(N2CC2)N2CC2)C=CC1)C Bis(aziridin-1-yl)phosphinic acid 4-[3-(dimethylcarbamoyl) phenoxy]-5-nitro-2,3-dihydro-1H-inden-1-yl ester